ClC1=CC(=NC=N1)OC1=C(C=CC=C1)/C(/C(=O)OC)=C\OC (E)-methyl 2-[2-(6-chloropyrimidin-4-yloxy) phenyl]-3-methoxyacrylate